Tert-Butyl 3-[3-[5-(2,2-dimethylpropyl)-1,3,4-oxadiazol-2-yl]-1-bicyclo[1.1.1]pentanyl]azetidine-1-carboxylate CC(CC1=NN=C(O1)C12CC(C1)(C2)C2CN(C2)C(=O)OC(C)(C)C)(C)C